4-(4-(((3-aminooxetane-3-yl)methyl)amino)-6-methylquinazolin-2-yl)-1-imino-2,3,4,5-tetrahydro-1H-1λ4-Benzo[f][1,4]thiazepine NC1(COC1)CNC1=NC(=NC2=CC=C(C=C12)C)N1CCS(C2=C(C1)C=CC=C2)=N